(6aR)-8-acryloyl-3-(2-amino-6-fluorophenyl)-4-fluoro-1-((S)-4-hydroxy-2,2-dimethylpyrrolidin-1-yl)-6,6a,7,8,9,10-hexahydro-12H-pyrazino[2,1-c]pyrido[3,4-f][1,4]oxazepin-12-one C(C=C)(=O)N1C[C@@H]2COC3=C(C(N2CC1)=O)C(=NC(=C3F)C3=C(C=CC=C3F)N)N3C(C[C@@H](C3)O)(C)C